N-tert-butyl-2-[methyl[2-(4-{[(2R)-1-methylpyrrolidin-2-yl]methoxy}pyridin-2-yl)-5H,6H,7H-cyclopenta[d]pyrimidin-4-yl]amino]acetamide C(C)(C)(C)NC(CN(C=1C2=C(N=C(N1)C1=NC=CC(=C1)OC[C@@H]1N(CCC1)C)CCC2)C)=O